[Na+].C(=O)([O-])CCN(CCC(=O)[O-])CCCCCCCCCCCC.[Na+] N-(2-carboxyethyl)-N-dodecyl-beta-Alanine sodium salt